ClC1=CN(C2=NC=C(C=C21)C(=O)NC(COCC2=C(C=CC(=C2)F)Cl)(C)C)C 3-chloro-N-(1-((2-chloro-5-fluorobenzyl)oxy)-2-methylpropan-2-yl)-1-methyl-1H-pyrrolo[2,3-b]pyridine-5-carboxamide